[Zr].C(C)(C)N1CCN(CC1)CCNC(C1=CN=CC=C1)=O N-(2-(4-isopropylpiperazin-1-yl)ethyl)nicotinamide Zirconium